FC(COC1=CC2=C(C3=C(C(C=C(N3CC2)NCC2OCCC2)=O)CC)C=C1)F 9-(2,2-difluoroethoxy)-1-ethyl-4-(tetrahydrofuran-2-ylmethylamino)-6,7-dihydrobenzo[a]quinolizin-2-one